O[C@H](CC(=O)N(C)C)C1=CC=C(C=C1)C(F)(F)F (R)-3-hydroxy-N,N-dimethyl-3-(4-(trifluoromethyl)phenyl)propanamide